1-[(3-cyanophenyl)methyl]-2,3,4,9-tetrahydro-1H-carbazole-8-carboxylic acid C(#N)C=1C=C(C=CC1)CC1CCCC=2C3=CC=CC(=C3NC12)C(=O)O